(S)-3-(2-chloro-6-fluorophenyl)-N-(chroman-4-yl)-7-isopropyl-2-methylpyrazolo[1,5-a]pyrimidine-6-carboxamide ClC1=C(C(=CC=C1)F)C=1C(=NN2C1N=CC(=C2C(C)C)C(=O)N[C@H]2CCOC1=CC=CC=C21)C